CSC1=NC=C(C(=N1)C1=CC=NN1)C#N 2-(methylsulfanyl)-4-(1H-pyrazol-5-yl)pyrimidine-5-carbonitrile